5-phenyl-1-pentanamine C1(=CC=CC=C1)CCCCCN